COC(=O)C1=C(C=2C(=NON2)C(=C1)NC(=O)OC(C)(C)C)N1CCOCC1 7-((tert-Butoxycarbonyl)amino)-4-morpholinobenzo[c][1,2,5]oxadiazole-5-carboxylic acid methyl ester